COC1=CC=C(C(C2=CC=C(C=C2)OC)(C2=CC=CC=C2)OC[C@@H]2[C@H](C[C@@H](O2)N2C(=O)NC(=O)C(C)=C2)OCOC(C)C2=C(C=CC(=C2)CN2N=NC(=C2)CCCCO)[N+](=O)[O-])C=C1 5'-O-(4,4'-dimethoxytrityl)-3'-O-((1-(5-((4-(4-hydroxybutyl)-1H-1,2,3-triazol-1-yl)methyl)-2-nitrophenyl)ethoxy)methyl)thymidine